2-(4-(5-chloro-2-(1H-tetrazol-1-yl)phenyl)-2,5-dioxopiperazin-1-yl)-3-cyclopropyl-N-(2-methyl-2H-indazol-5-yl)propanamide ClC=1C=CC(=C(C1)N1CC(N(CC1=O)C(C(=O)NC1=CC2=CN(N=C2C=C1)C)CC1CC1)=O)N1N=NN=C1